ClC=1C=CC(=C2C=C(NC12)C(=O)N[C@H](C(=O)N[C@@H](C[C@H]1C(NC(C1)(C)C)=O)C#N)CC(C)(C)C)OC 7-chloro-N-((S)-1-(((S)-1-cyano-2-((R)-5,5-dimethyl-2-oxopyrrolidin-3-yl)ethyl)amino)-4,4-dimethyl-1-oxopentan-2-yl)-4-methoxy-1H-indole-2-carboxamide